N-[4-[4-[(3R,4S)-3-cyano-3-cyclopropyl-4-methyl-2-oxopyrrolidin-1-yl]pyrazolo[1,5-a]pyrazin-6-yl]pyridin-2-yl]acetamide C(#N)[C@@]1(C(N(C[C@H]1C)C=1C=2N(C=C(N1)C1=CC(=NC=C1)NC(C)=O)N=CC2)=O)C2CC2